C(C)N1N=CC(=C1)NC=1N=C(C2=C(N1)NC=C2)OC2CN(CC21CC1)C(C=C)=O 1-(7-((2-((1-ethyl-1H-pyrazol-4-yl)amino)-7H-pyrrolo[2,3-d]pyrimidin-4-yl)oxy)-5-azaspiro[2.4]heptan-5-yl)propan-2-en-1-one